The molecule is a dipeptide composed of L-asparagine and L-serine joined by a peptide linkage. It has a role as a metabolite. It derives from a L-asparagine and a L-serine. C([C@@H](C(=O)N[C@@H](CO)C(=O)O)N)C(=O)N